C=C(C)S[Sb](SC(=C)C)SC(=C)C tris(propen-2-ylsulfanyl)stibane